1-methyl-1-cyclopentyltri-t-butoxytin CC1(CCCC1)[Sn](OC(C)(C)C)(OC(C)(C)C)OC(C)(C)C